(R)-3-(ethoxymethoxy)-4-(4-((1-(tetrahydro-2H-pyran-4-yl)piperidin-3-yl)amino)phthalazin-1-yl)benzonitrile C(C)OCOC=1C=C(C#N)C=CC1C1=NN=C(C2=CC=CC=C12)N[C@H]1CN(CCC1)C1CCOCC1